2-((((9H-fluoren-9-yl)methoxy)carbonyl)amino)-2-(2,2-difluorobenzo[d][1,3]dioxol-4-yl)acetic acid C1=CC=CC=2C3=CC=CC=C3C(C12)COC(=O)NC(C(=O)O)C1=CC=CC=2OC(OC21)(F)F